FC1=CC(=C(C=C1)C1(CC1)C(=O)O)NC1=CC=NN1C 1-(4-fluoro-2-((1-methyl-1H-pyrazol-5-yl)amino)phenyl)cyclopropane-1-carboxylic acid